CN(C(=O)C=1[Se]C(=C2C1C=CC=C2)C(=O)N(C)C)C N1,N1,N3,N3-tetramethylbenzo[c]selenophene-1,3-dicarboxamide